CN(CC[C@H](CSC1=CC=CC=C1)NC1=C(C=C(C=C1)S(=O)(=O)NC(C1=CC=CC=C1)=O)[N+](=O)[O-])C N-[(4-{[(2R)-4-(dimethylamino)-1-(phenylsulfanyl)-2-butanyl]amino}-3-nitrophenyl)sulfonyl]benzamide